tert-amylperoxy isovalerate C(CC(C)C)(=O)OOOC(C)(C)CC